2,5-dichlorobenzoxazole ClC=1OC2=C(N1)C=C(C=C2)Cl